3-bromo-2-(3-((tert-butyldiphenylsilyl)oxy)-2,2-dimethylpropanamido)-N,5-dimethylbenzamide BrC=1C(=C(C(=O)NC)C=C(C1)C)NC(C(CO[Si](C1=CC=CC=C1)(C1=CC=CC=C1)C(C)(C)C)(C)C)=O